tert-butyl (E)-2-(2,6-dimethyl-4-(3-(2-methyl-4-(methylthio)benzo[d]oxazol-7-yl)-3-oxoprop-1-en-1-yl)phenoxy)-2-methylpropanoate CC1=C(OC(C(=O)OC(C)(C)C)(C)C)C(=CC(=C1)\C=C\C(=O)C1=CC=C(C=2N=C(OC21)C)SC)C